tert-butyl-4-[5-(2-fluorophenyl)-7H-pyrrolo[2,3-d]pyrimidin-4-yl]piperazine-1-carboxylate C(C)(C)(C)OC(=O)N1CCN(CC1)C=1C2=C(N=CN1)NC=C2C2=C(C=CC=C2)F